CC(C)(C)[O-].[Ti+4].CC(C)(C)[O-].CC(C)(C)[O-].CC(C)(C)[O-] titanium tertiary butoxide